COC(=O)C1=CC2=C(S1)C=C(C=C2)OCCCN2CC(C2)OC 6-(3-(3-Methoxyazetidin-1-yl)propoxy)benzo[b]thiophene-2-carboxylic acid methyl ester